ClC1=C(C=CC(=C1)F)C=CCS(=O)(=O)C1=NOC(C1)(C)C 3-((3-(2-chloro-4-fluorophenyl)allyl)sulfonyl)-5,5-dimethyl-4,5-dihydroisoxazole